(S)-2-(2,2,2-trifluoro-acetamido)propionic acid FC(C(=O)N[C@H](C(=O)O)C)(F)F